CP(OC1=CC=C(C=C1)C(F)(F)F)([O-])=O (4-trifluoromethyl phenyl) methylphosphonate